C(C)(C)(C)OC(=O)N1CC(N(CC1)C1=CC(=C(C=C1)F)OCC1=C(C=C(C=C1)Cl)F)=O 4-(3-((4-chloro-2-fluorobenzyl)oxy)-4-fluorophenyl)-3-oxopiperazine-1-carboxylic acid tert-butyl ester